2,2',4,4',6,6'-hexamethylbenzophenone CC1=C(C(=O)C2=C(C=C(C=C2C)C)C)C(=CC(=C1)C)C